N-(4-acetylphenyl)-4-({5-chloro-2-[(2-methyl-1-oxoisoindol-5-yl)amino]pyrimidin-4-yl}amino)piperidine-1-carboxamide C(C)(=O)C1=CC=C(C=C1)NC(=O)N1CCC(CC1)NC1=NC(=NC=C1Cl)NC=1C=C2CN(C(C2=CC1)=O)C